C1(=CC=CC=C1)CN[C@H]1[C@@H](CCCC1)NCC1=CC=CC=C1 (1R,2R)-N1,N2-Bis(phenylmethyl)-1,2-cyclohexanediamine